5-Amino-1H-Tetrazol NC1=NN=NN1